ethyl 5-(3-tert-butoxy-3-oxoprop-1-en-1-yl)-6-({[tert-butyl(dimethyl)silyl]-oxy}methyl)pyridine-2-carboxylate C(C)(C)(C)OC(C=CC=1C=CC(=NC1CO[Si](C)(C)C(C)(C)C)C(=O)OCC)=O